NC1=C(C#N)C(=C(C=C1F)Br)C 2-amino-5-bromo-3-fluoro-6-methylbenzonitrile